C1(CC1)CN1N=CC(=C1)C1=CC=CC(=N1)C(=O)O 6-(1-(cyclopropylmethyl)-1H-pyrazol-4-yl)picolinic acid